COC1=CC=C(C2=C1NC(=N2)NC(=O)C=2N=C(OC2)C)C=2C=NN(C2)C N-[7-methoxy-4-(1-methyl-1H-pyrazol-4-yl)-1H-1,3-benzodiazol-2-yl]-2-methyl-1,3-oxazole-4-carboxamide